[Si](C)(C)(C(C)(C)C)OCCOC1(NC=CC=C1N)C(C)C 2-((tert-butyldimethylsilyloxy)ethoxy)-2-isopropylpyridin-3-amine